CC1=C(C=CC=C1C)N1CCN(CC1)C(CN1N=C(C2=C1CCC2)C(=O)N2C[C@@](CC2)(O)CF)=O (R)-1-(4-(2,3-Dimethylphenyl)piperazin-1-yl)-2-(3-(3-(fluoromethyl)-3-hydroxypyrrolidin-1-carbonyl)-5,6-dihydrocyclopenta[c]pyrazol-1(4H)-yl)ethanon